N,N-dimethyl-2-hydroxy-1-propyl-amine CN(C)CC(C)O